methyl 3-((R)-2-aminopropionylamino)-1-benzylpyrrolidine-3-carboxylate TFA salt OC(=O)C(F)(F)F.N[C@@H](C(=O)NC1(CN(CC1)CC1=CC=CC=C1)C(=O)OC)C